FC=1C=C(C=CC1C)C=1C=NC=2CCN=CC2C1 3-(3-fluoro-4-methylphenyl)-7,8-dihydro-1,6-naphthyridin